N-[4-[(6,7-Dimethoxy-1,5-naphthyridin-4-yl)oxy]phenyl]-6-(4-fluorophenyl)-7-oxo-2,3-dihydro-1H-indolizine-8-carboxamide COC=1N=C2C(=CC=NC2=CC1OC)OC1=CC=C(C=C1)NC(=O)C=1C(C(=CN2CCCC12)C1=CC=C(C=C1)F)=O